NC=1C(N(C=CC1)CC1=NC2=C(N1COCC[Si](C)(C)C)C=CC=C2C(C(C)C)O[Si](C)(C)C(C)(C)C)=O 3-amino-1-((4-(1-((tert-butyldimethylsilyl)oxy)-2-methylpropyl)-1-((2-(trimethylsilyl)ethoxy)methyl)-1H-benzo[d]imidazol-2-yl)methyl)pyridin-2(1H)-one